trimethylcyclohexanediglycidyl ether CC1C(C2(CCC1)C1C(COCC3C2O3)O1)(C)C